FC(C1=CC=C(C=C1)NC1CCC2=CC=C(C=C12)NC(C=C)=O)(F)F N-(3-((4-(trifluoromethyl)phenyl)amino)-2,3-dihydro-1H-inden-5-yl)acrylamide